2,4-dibromophenylmethyl carbonate C(OCC1=C(C=C(C=C1)Br)Br)([O-])=O